8-(trifluoromethyl)imidazo[1,2-a]pyridine-2-carbaldehyde FC(C=1C=2N(C=CC1)C=C(N2)C=O)(F)F